(S)-N-(6-chloro-4-(1-methoxyethyl)-1,5-naphthyridin-3-yl)-N'-(5-chloro-6-(1,3-oxazol-2-yl)pyridin-3-yl)urea ClC=1N=C2C(=C(C=NC2=CC1)NC(=O)NC=1C=NC(=C(C1)Cl)C=1OC=CN1)[C@H](C)OC